(2R,3R,4R,5S)-2-methyl-1-(((1s,4S)-4-(trifluoromethyl)cyclohexyl)methyl)piperidin-3,4,5-triol C[C@H]1N(C[C@@H]([C@H]([C@@H]1O)O)O)CC1CCC(CC1)C(F)(F)F